(3S)-3-methyl-6-(3-((1-methylpyrrolidin-3-yl)oxy)phenyl)-2,3,4,5-tetrahydropyridine C[C@@H]1CN=C(CC1)C1=CC(=CC=C1)OC1CN(CC1)C